(S)-N-(3-(1-((2-(2-(dimethylamino)ethyl)-2H-pyrazolo[3,4-b]pyrazin-6-yl)amino)ethyl)-4-fluorophenyl)-2-(trifluoromethyl)thiazole-5-carboxamide CN(CCN1N=C2N=C(C=NC2=C1)N[C@@H](C)C=1C=C(C=CC1F)NC(=O)C1=CN=C(S1)C(F)(F)F)C